OCC1CN(CC1)C(=O)N 3-(hydroxymethyl)pyrrolidine-1-carboxamide